pentafluorophenyl-porphyrin platinum [Pt].FC1=C(C2=C(C3=C(C(=C(N3F)C=C3C=CC(C=C4C=CC(=CC1=N2)N4)=N3)C3=CC=CC=C3)F)F)F